O=C1NC(CCC1N1C(N(C2=C1C=CC(=C2)CCCN2CCN(CC2)C(=O)C2CCC(CC2)NC([O-])=O)C)=O)=O [4-[4-[3-[1-(2,6-dioxo-3-piperidyl)-3-methyl-2-oxo-benzimidazol-5-yl] propyl]piperazine-1-carbonyl]cyclohexyl]carbamate